1-Tert-butyl N-[2-[[4-[[[2-(2,6-dioxo-3-piperidyl)-1,3-dioxo-isoindolin-4-yl]amino]methyl] phenyl]methyl-methyl-amino]ethyl]-N-methyl-carbamate O=C1NC(CCC1N1C(C2=CC=CC(=C2C1=O)NCC1=CC=C(C=C1)CN(CCN(C(OC(C)(C)C)=O)C)C)=O)=O